2,4,6-trinitro-m-cresol [N+](=O)([O-])C1=C(C(=CC(=C1O)[N+](=O)[O-])[N+](=O)[O-])C